2-((S)-4-(7-(2,3-dihydro-1H-inden-4-yl)-2-(((S)-1-methylpyrrolidin-2-yl)methoxy)-5,6,7,8-tetrahydropyrido[3,4-d]pyrimidin-4-yl)-1-(2-fluoroacryloyl)piperazin-2-yl)acetonitrile C1CCC2=C(C=CC=C12)N1CC=2N=C(N=C(C2CC1)N1C[C@@H](N(CC1)C(C(=C)F)=O)CC#N)OC[C@H]1N(CCC1)C